FC=1C=C(C=CC1NS(=O)(=O)C)C=1C2=C(N=CN1)NC=C2 4-(3-fluoro-4-(methylsulfonamido)phenyl)-7H-pyrrolo[2,3-d]pyrimidin